tetra-chloro-p-xylene ClC1=C(C(=C(C(=C1C)Cl)Cl)C)Cl